BrCC1=C(C(=O)OCC)C=C(N=C1Cl)Cl ethyl 3-(bromomethyl)-2,6-dichloroisonicotinate